OC(C)C=1C=C(C=C2C(N(C(=NC12)N1CC2(C1)CCCCC2)C)=O)C 8-(1-hydroxyethyl)-3,6-dimethyl-2-(2-azaspiro[3.5]nonan-2-yl)quinazolin-4(3H)-one